(S)-5-(2-(2-methylazetidin-1-yl)-6,7-dihydro-5H-cyclopenta[d]pyrimidin-4-yl)isothiazole-3-carboxamide C[C@@H]1N(CC1)C=1N=C(C2=C(N1)CCC2)C2=CC(=NS2)C(=O)N